C(#C)C1=CC=C(C=O)C=C1 4-ethynylbenzaldehyde